(S)-N-((S)-1-amino-3-phenylpropan-2-yl)-3-(5-(2-chlorophenyl)-4-methylthiazol-2-yl)-2-propionamidopropionamide NC[C@H](CC1=CC=CC=C1)NC([C@H](CC=1SC(=C(N1)C)C1=C(C=CC=C1)Cl)NC(CC)=O)=O